C[C@H]1OCC2([C@H]1N)CCNCC2 (3R,4R)-3-methyl-2-oxa-8-azaspiro[4.5]decan-4-amine